(4-(3-aminocyclobutoxy)phenyl)(4-hydroxyphenyl)methanone NC1CC(C1)OC1=CC=C(C=C1)C(=O)C1=CC=C(C=C1)O